ClC1=CN=C2N1C=C(N=C2N2[C@H](CC2)C(F)(F)F)C=2C=NN(C2)CC(=O)N2CCN(CC2)C(=O)OC(C)(C)C tert-butyl 4-[2-[4-[3-chloro-8-[(2R)-2-(trifluoromethyl)azetidin-1-yl]imidazo[1,2-a]pyrazin-6-yl]pyrazol-1-yl]acetyl]piperazine-1-carboxylate